OCCOP(=O)(OC(C(=C)C)=O)[O-] Hydroxyethylmethacryloyldihydrogen-phosphat